OC=1C=C(C(=O)NCCCC(=O)N\N=C\[C@]2([C@@H](N3C(C[C@H]3S2(=O)=O)=O)C(=O)O)C)C=CC1O (2S,3R,5R)-3-((E)-(2-(4-(3,4-dihydroxybenzamido)butanoyl)hydrazono)methyl)-3-methyl-7-oxo-4-thia-1-azabicyclo[3.2.0]heptane-2-carboxylic acid 4,4-dioxide